ClCCCO R-(+)-3-chloropropanol